(Z)-2-azido-3-[2-(2-pyridyl)thiazol-5-yl]prop-2-enoic acid ethyl ester C(C)OC(/C(=C/C1=CN=C(S1)C1=NC=CC=C1)/N=[N+]=[N-])=O